[N+](=O)([O-])C1=CC=C(C=C1)N1N=CN=N1 2-(4-nitrophenyl)-2H-tetrazole